BrC1=CC=C(C=C1)C=1N=NN(C1COC1OCCCC1)C[Si](C)(C)C (4-bromophenyl)-5-(((tetrahydro-2H-pyran-2-yl)oxy)methyl)-1-((trimethylsilyl)methyl)-1H-1,2,3-triazole